CN1C=CC=2C1=CN=CC2 1-methyl-1H-pyrrolo[2,3-c]pyridin